CC(C#N)(C)N1N=C(C(=C1)NC1=NC=CC(=N1)OCC1CCC(CC1)NC)C 2-methyl-2-(3-methyl-4-((4-(((1R,4R)-4-(methylamino)cyclohexyl)methoxy)pyrimidin-2-yl)amino)-1H-pyrazol-1-yl)propanenitrile